ClC=1C(=NC(=C(C(=O)NC2=CC(=C(C=C2)F)C#N)C1)N1CCC(CCC1)(F)F)C(F)F 5-chloro-N-(3-cyano-4-fluorophenyl)-2-(4,4-difluoroazepan-1-yl)-6-difluoromethyl-nicotinamide